FC1=CC=C(C=C1)CC(=O)NC1=CC=C(COC(=O)N2[C@@H](CCCC2)C(=O)O)C=C1 (S)-1-(((4-(2-(4-fluorophenyl)acetylamino)benzyl)oxy)carbonyl)piperidine-2-carboxylic acid